N1=C(SC=2N=CN=CC21)C(=O)OCC Ethyl thiazolo[5,4-d]pyrimidine-2-carboxylate